1,2-Bis(2-oxazoline-2-yl)ethane O1C(=NCC1)CCC=1OCCN1